[N+](#[C-])C=1NC(=CC1)[N+](=O)[O-] 2-ISOCYANO-5-NITRO-1H-PYRROLE